1-methyl-1-(2-(1-methyl-1H-imidazo[1,2-b]pyrazole-7-carbonyl)-2-azaspiro[3.3]heptan-6-yl)-3-(3-(1-(trifluoromethyl)cyclopropyl)phenyl)urea CN(C(=O)NC1=CC(=CC=C1)C1(CC1)C(F)(F)F)C1CC2(CN(C2)C(=O)C2=C3N(N=C2)C=CN3C)C1